CC1=NN2C(CN(C3=C2C=CN=C3NC3=CC=NC=C3C(=O)NC([2H])([2H])[2H])C)=C1 4-((2,5-dimethyl-4,5-dihydropyrazolo[1,5-a]pyrido[3,4-e]pyrazin-6-yl)amino)-N-(methyl-d3)nicotinamide